(5-(2-fluoro-6-methoxyphenyl)-1H-pyrazolo[3,4-c]pyridin-3-yl)-N,2-dimethylbenzamide FC1=C(C(=CC=C1)OC)C=1C=C2C(=CN1)NN=C2C=2C(=C(C(=O)NC)C=CC2)C